ON1N=NC=C1CC(C)=O 1-(1-hydroxy-1H-1,2,3-triazol-5-yl)propan-2-one